COC=1C=C(C=CC1)C=CC(=O)N1C(OC2(CC2)C1C1=CC=CC=C1)=O 6-(3-(3-methoxyphenyl)acryloyl)-7-phenyl-4-oxa-6-azaspiro[2.4]heptan-5-one